tetraamyloxytitanium C(CCCC)O[Ti](OCCCCC)(OCCCCC)OCCCCC